7-acetyl-3,6-dihydroxy-8-methyltetrahydronaphthalenone C(C)(=O)C1=C(CC2CC(CC(C2=C1C)=O)O)O